N-methyl-D-glucamine (meglumine) salt N(C)C[C@H](O)[C@@H](O)[C@H](O)[C@H](O)CO.CNC[C@H](O)[C@@H](O)[C@H](O)[C@H](O)CO